[Ce].[Ti].[Si] silicon-titanium-cerium